ClC1=C2C(=NC=C1F)CCO2 7-chloro-6-fluoro-2,3-dihydrofuro[3,2-b]pyridine